O=C1N(CCC(N1)=O)C=1C=CC(=NC1)OC1CCC(CC1)C(=O)N1C[C@@H](CC1)C(=O)O (R)-1-((1R,4R)-4-((5-(2,4-DIOXOTETRAHYDROPYRIMIDIN-1(2H)-YL)PYRIDIN-2-YL)OXY)CYCLOHEXANE-1-CARBONYL)PYRROLIDINE-3-CARBOXYLIC ACID